2-chloro-1'-[[4-(cyclopropylamino)-6-methyl-pyrazolo[1,5-a]pyrazin-2-yl]methyl]-2'-methyl-spiro[4,5-dihydrothieno[2,3-c]pyran-7,4'-piperidine]-4-ol ClC1=CC2=C(S1)C1(CC(N(CC1)CC1=NN3C(C(=NC(=C3)C)NC3CC3)=C1)C)OCC2O